C(C)(C)(C)NNC(C1=C(C=CC=C1F)F)=O 2,6-difluorobenzoic acid-N'-tert-butyl-hydrazide